C1(=CC=CC=C1)C=1C=NC(=NC1)N 5-phenylpyrimidin-2-amine